1-(4-(3-(2,5-Dimethyl-1,2,3,4-tetrahydroisoquinolin-7-yl)-6-isocyano-1H-indazol-5-yl)-3-fluoro-5-methylphenyl)-N-Methylmethylamine CN1CC2=CC(=CC(=C2CC1)C)C1=NNC2=CC(=C(C=C12)C1=C(C=C(C=C1C)CNC)F)[N+]#[C-]